(S)-N-((S)-1-(3-fluoro-4-nitrophenyl)ethyl)-2-methylpropane-2-sulfinamide FC=1C=C(C=CC1[N+](=O)[O-])[C@H](C)N[S@@](=O)C(C)(C)C